FC(C(O)C1=CC(=NC=C1)C(=O)O)(F)F 4-(2,2,2-trifluoro-1-hydroxyethyl)picolinic acid